ClC1=CC=C2C(NC(=NC2=C1)C1CCCCC1)=O 7-chloro-2-cyclohexylquinazolin-4(3H)-one